(Z)-4-((1H-Indazol-5-yl)oxy)-N-(3-methoxypropyl)-7-((trifluoromethyl)sulfonyl)-2,3-dihydro-1H-inden-1-imine N1N=CC2=CC(=CC=C12)OC1=C2CC/C(/C2=C(C=C1)S(=O)(=O)C(F)(F)F)=N/CCCOC